tert-butyl 4-[3-(ethoxycarbonyl) cyclobutyl]-2,6-dimethylpiperazine-1-carboxylate C(C)OC(=O)C1CC(C1)N1CC(N(C(C1)C)C(=O)OC(C)(C)C)C